(3-chlorophenyl)hydrazine hydrochloride Cl.ClC=1C=C(C=CC1)NN